2-chloro-4-(4-fluoro-1-isopropyl-2-methyl-1H-benzo[d]imidazol-6-yl)pyrimidine-5-carboxylic acid isopropyl ester C(C)(C)OC(=O)C=1C(=NC(=NC1)Cl)C=1C=C(C2=C(N(C(=N2)C)C(C)C)C1)F